N1CC=CC2=C1N1[C@H](CNS2(=O)=O)CCCC1 (S)-7,7a,8,9,10,1-hexahydro-6H-dipyrido[2,1-d:2',3'-f][1,2,5]thiadiazepine 5,5-dioxide